C(C)(C)(C)OC(=O)N1C(C(C(C1)C#N)=O)(C)C 4-cyano-2,2-dimethyl-3-oxopyrrolidine-1-carboxylic acid tert-butyl ester